CC1=NN(C2=C1CN(CC2)C2=C1C(=NC(=N2)C)NN=C1)CC12CCC(CC1)(CC2)N2CCOCC2 4-(4-((3-methyl-5-(6-methyl-1H-pyrazolo[3,4-d]pyrimidin-4-yl)-4,5,6,7-tetrahydro-1H-pyrazolo[4,3-c]pyridin-1-yl)methyl)bicyclo[2.2.2]oct-1-yl)morpholine